FC1=C(C=C(C=C1)C(CC(C(=O)OCC)=O)=O)O ethyl 4-(4-fluoro-3-hydroxyphenyl)-2,4-dioxobutanoate